N-(4-([1,2,4]triazolo[1,5-a]pyridin-7-yloxy)-3-methylphenyl)-5-(((3R,4S)-3-fluoro-1-methylpiperidin-4-yl)oxy)-6-methoxyquinazolin-4-amine N=1C=NN2C1C=C(C=C2)OC2=C(C=C(C=C2)NC2=NC=NC1=CC=C(C(=C21)O[C@@H]2[C@@H](CN(CC2)C)F)OC)C